6'-(((1S,3S)-3-((5-(Ethylthio)pyrazin-2-yl)amino)cyclopentyl)amino)-2H-[1,3'-bipyridin]-2-one C(C)SC=1N=CC(=NC1)N[C@@H]1C[C@H](CC1)NC1=CC=C(C=N1)N1C(C=CC=C1)=O